3-[(1S,2R)-2-boronocyclopropyl]-2-hydroxybenzoic acid B(O)(O)[C@H]1[C@H](C1)C=1C(=C(C(=O)O)C=CC1)O